O[C@]1(CN(CCC1)C(=O)OC(C)(C)C)[C@H]1N2C(C3=CC=CC=C13)=CN=C2 tert-butyl (R)-3-hydroxy-3-((S)-5H-imidazo[5,1-a]isoindol-5-yl)piperidine-1-carboxylate